(R)-5-methylpiperazin-2-one hydrochloride salt Cl.C[C@H]1NCC(NC1)=O